(R)-3-(5-(difluoromethoxy)-4-((6-oxo-5-(trifluoromethyl)-1,6-dihydropyridazin-4-yl)amino)pentyl)-7-(3,4-dihydro-2H-pyrido[3,2-b][1,4]oxazin-6-yl)-6-fluoroquinazolin-4(3H)-one FC(OC[C@@H](CCCN1C=NC2=CC(=C(C=C2C1=O)F)C=1C=CC=2OCCNC2N1)NC=1C=NNC(C1C(F)(F)F)=O)F